CC1(CCN(CC1)CC1=CC(=NC=C1)C=1C=C2CN(C(C2=CC1)=O)C1C(NC(CC1)=O)=O)C 3-(5-(4-((4,4-dimethylpiperidin-1-yl)methyl)pyridin-2-yl)-1-oxoisoindolin-2-yl)piperidine-2,6-dione